BrC1=CC=C(C=2CCC(C12)=O)C(=O)O 7-bromo-1-oxo-2,3-dihydro-1H-indene-4-carboxylic acid